CCCCC=CCCCCCCCCCCCCCCCCCCCCCCCCC 5-Hentriacontene